N-[3-(triethoxysilyl)propyl]o-carboxybenzamide C(C)O[Si](CCCNC(C1=C(C=CC=C1)C(=O)O)=O)(OCC)OCC